C(#N)N=C(NC1=CC=C(C=C1)OC)NCCCN1C=NC(=C1)C 2-Cyano(4-methoxyphenyl)-3-(3-(4-methyl-1H-imidazol-1-yl)propyl)guanidin